C1(=C(C=CC=C1)C#CC(=O)OC1=NC(=CC=C1)N1CC(CC1)OC)C 6-(3-methoxypyrrolidin-1-yl)pyridin-2-yl 3-(o-tolyl)propiolate